N-(2-(thiophen-2-yl)ethyl)pyrimidin-5-amine S1C(=CC=C1)CCNC=1C=NC=NC1